N(=[N+]=[N-])C1=C(C=C(C=C1)C)C 1-azido-2,4-xylene